C(C1=CC=CC=C1)OC1=NC=C(C=N1)C=1C=CC(N(N1)CC=1C=NC=C(C1)F)=O 6-(2-(benzyloxy)pyrimidin-5-yl)-2-((5-fluoropyridin-3-yl)methyl)pyridazine-3(2H)-one